(2-fluoro-4-(methylcarbamoyl)phenyl)-N-(3-(4-fluoropiperidin-1-yl)propyl)benzo[d]imidazo[2,1-b]thiazole-7-carboxamide FC1=C(C=CC(=C1)C(NC)=O)C=1N=C2SC3=C(N2C1)C=CC(=C3)C(=O)NCCCN3CCC(CC3)F